C(C)C(CC(CC)=O)CC diethyl-propione